((6-(4-(1H-pyrazol-1-yl)piperidin-1-yl)-6-oxohexyl)amino)-2-(2,6-dioxopiperidin-3-yl)isoindoline-1,3-dione N1(N=CC=C1)C1CCN(CC1)C(CCCCCNC1=C2C(N(C(C2=CC=C1)=O)C1C(NC(CC1)=O)=O)=O)=O